4-methyl-4-undecanol CC(CCC)(CCCCCCC)O